C(C1=CC=CC=C1)OC1=CC=C(C=N1)NC(=O)NC1=C(C=CC=2N1C=NC2)C2=CC=CC=C2 1-(6-(benzyloxy)pyridin-3-yl)-3-(6-phenylimidazo[1,5-a]pyridin-5-yl)urea